BrC1=CC=C(C=C1)/C=C/C(=O)N1CCN(CC1)C(=O)C1=CC2=C(OCCO2)C=C1 (E)-3-(4-bromophenyl)-1-(4-(2,3-dihydrobenzo[b][1,4]dioxine-6-carbonyl)piperazin-1-yl)prop-2-en-1-one